C(CCCCCCCCCCCCCCCCCCC)(=O)NCC(=O)O icosanamidoacetic acid